C(C)(C)(C)OC(=O)N1CC(C1)(O)CC(=O)C1=C(C=C(C=C1)F)O 3-[2-(4-fluoro-2-hydroxyphenyl)-2-oxoethyl]-3-hydroxyazetidine-1-carboxylic acid tert-butyl ester